4-((7-(4-(4-amino-1H-pyrazol-1-yl)piperidin-1-yl)heptyl)oxy)-2-(2,6-dioxopiperidin-3-yl)isoindolin-1,3-dione NC=1C=NN(C1)C1CCN(CC1)CCCCCCCOC1=C2C(N(C(C2=CC=C1)=O)C1C(NC(CC1)=O)=O)=O